4-(oxan-3-yl)-7,14-dioxa-10,19,20-triazatetracyclo[13.5.2.12,6.018,21]tricosa-1(20),2(23),3,5,15,17,21-heptaen-9-one O1CC(CCC1)C1=CC=2C3=NNC4=CC=C(OCCCNC(COC(=C1)C2)=O)C=C34